CN1C[C@H](CC(=CC1)C1=C2C(=NC(=C1C)NC1=NC(=CC(=C1)NC)C)CCO2)O |r| rac-(3S)-1-methyl-5-[6-methyl-5-[[6-methyl-4-(methylamino)-2-pyridyl]amino]-2,3-dihydrofuro[3,2-b]pyridin-7-yl]-2,3,4,7-tetrahydroazepin-3-ol